O=C1OC[C@H](N1)CCC(=O)N1CC(C1)C=1C=CC(=NC1)C1(CCC1)C#N 1-[5-[1-[3-[(4R)-2-oxooxazolidin-4-yl]propanoyl]azetidin-3-yl]-2-pyridinyl]cyclobutanecarbonitrile